(2S,4S)-2'-methyl-2-(1-methyl-1H-1,2,3-triazol-4-yl)-4',5'-dihydrospiro[piperidine-4,7'-thieno[2,3-c]pyran] CC1=CC2=C([C@@]3(OCC2)C[C@H](NCC3)C=3N=NN(C3)C)S1